O(C1=CC=CC=C1)C1=CC=C(C(=O)C2=C(C(=O)Cl)C=CC=C2)C=C1 (4-phenoxybenzoyl)benzoyl chloride